ClC=1C=CC(=NC1)C1=CC=C2C(=N1)SC(=N2)NC(=O)C2=CN=NC=C2C2=C(C=CC=C2)OC N-(5-(5-chloropyridin-2-yl)thiazolo[5,4-b]pyridin-2-yl)-5-(2-methoxyphenyl)pyridazine-4-carboxamide